2-amino-N-(3-(1-(3,5-dichlorophenyl)-3-(3,3-dimethylmorpholine-4-carbonyl)-7-methoxy-1,4-dihydrochromeno[4,3-c]pyrazol-8-yl)phenyl)acetamide NCC(=O)NC1=CC(=CC=C1)C1=CC2=C(C=C1OC)OCC1=C2N(N=C1C(=O)N1C(COCC1)(C)C)C1=CC(=CC(=C1)Cl)Cl